OC[C@]1(NC[C@@H]([C@H]([C@@H]1O)O)O)C=1N=NNC1 (2R,3R,4R,5S)-2-(hydroxymethyl)-2-(1H-1,2,3-triazol-4-yl)piperidine-3,4,5-triol